2,3-dichloro-1,1,1,4,4,4-hexafluorobut-2-ene ClC(C(F)(F)F)=C(C(F)(F)F)Cl